C1(=CC=CC=C1)S(=O)(=O)N1C2CNCC1CC2 8-(phenylsulfonyl)-3,8-diazabicyclo[3.2.1]octane